C([N+](CC)(CC)CC)[N+](CC)(CC)CC methylenebis(triethylammonium)